(R)-1-(2-((2-((3-chloro-2-fluorophenylmethyl)amino)-2-oxoethyl)(1-hydroxypropan-2-yl)amino)-2-oxoethyl)-1H-indazole-3,5-dicarboxamide ClC=1C(=C(C=CC1)CNC(CN(C(CN1N=C(C2=CC(=CC=C12)C(=O)N)C(=O)N)=O)[C@@H](CO)C)=O)F